1,4-dioxospiro[4.5]decan-8-one O=C1CCC(C12CCC(CC2)=O)=O